4-amino-2-methylbenzonitrile NC1=CC(=C(C#N)C=C1)C